ClC1=CC=C(C=C1)NC(=O)C1=C(N(C(=C1)C1=C(C=C(C(=C1)OC)C#N)C(=O)N1CC2=CC=CC=C2C[C@H]1CN1CCOCC1)C)C N-(4-chlorophenyl)-5-(4-cyano-5-methoxy-2-{[(3S)-3-(morpholin-4-ylmethyl)-3,4-dihydroisoquinolin-2(1H)-yl]carbonyl}phenyl)-1,2-dimethyl-1H-pyrrole-3-carboxamide